Cl.FC1=C(C=C(C=C1C[C@@H]1NCC2(CC2)[C@@H]1NS(=O)(=O)C)F)C1=CC=CC=C1 N-((6S,7S)-6-((2,5-difluoro-[1,1'-biphenyl]-3-yl)methyl)-5-azaspiro[2.4]heptan-7-yl)methanesulfonamide hydrochloride